benzyl(triethyl)ammonium C(C1=CC=CC=C1)[N+](CC)(CC)CC